C(C)(C)(C)OC(N(C)[C@H]1CN(CC1)C1=NC=C(N=C1)C(N)=O)=O (R)-(1-(5-carbamoyl-pyrazin-2-yl)pyrrolidin-3-yl)(methyl)carbamic acid tert-butyl ester